ClC=1C=C(C=CC1)C=1OC(=CN1)C(=O)N 2-(m-chlorophenyl)-1,3-oxazole-5-carboxamide